hexa(isopropoxy)cyclotriphosphazene C(C)(C)OP1(=NP(=NP(=N1)(OC(C)C)OC(C)C)(OC(C)C)OC(C)C)OC(C)C